O[C@]1(C2(C(=C3C=C(CC3=C1)C)C)CC2)C (R)-6'-hydroxy-2',4',6'-trimethylspiro[cyclopropane-1,5'-inden]